7-(acetylthio)-4',5'-dihydrospiro[androsta-4-en-17,2'-(3H)furan]-3-one C(C)(=O)SC1[C@H]2[C@@H]3CCC4(OCCC4)[C@@]3(C)CC[C@@H]2[C@]2(CCC(C=C2C1)=O)C